CN(C(CNC1CCC(CC1)OC1=NNC2=CC(=CC(=C12)C)C=1C=C(C=2N(C1)N=CN2)C)=O)C N,N-dimethyl-2-((4-((4-methyl-6-(8-methyl-[1,2,4]triazolo[1,5-a]pyridin-6-yl)-1H-indazol-3-yl)oxy)cyclohexyl)amino)acetamide